(+-)-2-exo-(2-methylbenzyloxy)-1-methyl-4-isopropyl-7-oxabicyclo[2.2.1]heptane CC1=CC=CC=C1CO[C@@H]2C[C@]3(CC[C@@]2(O3)C)C(C)C